1-(2-fluoro-4-aminophenyl)piperazine FC1=C(C=CC(=C1)N)N1CCNCC1